(R)-(4-(7H-pyrrolo[2,3-d]pyrimidin-4-yl)-3,4-dihydro-2H-1,4-thiazin-6-yl)(2-(aminomethyl)piperidin-1-yl)methanone hydrochloride Cl.N1=CN=C(C2=C1NC=C2)N2CCSC(=C2)C(=O)N2[C@H](CCCC2)CN